C(C)OC([C@@H](ON1[C@@H]2C=C([C@H](N(C1=O)C2)C(NCCS(N)(=O)=O)=O)C)F)=O (2S)-2-fluoro-2-[[(2S,5R)-3-methyl-7-oxo-2-(2-sulfamoylethylcarbamoyl)-1,6-diazabicyclo[3.2.1]oct-3-en-6-yl]oxy]acetic acid ethyl ester